C(\C=C/C(=O)O)(=O)O.C(CCCCCCCCCCCCCCCCCCCCCCC)O tetracosanol maleate